2,2'-dichlorohydrazobenzene ClN(NC1=CC=CC=C1)C1=C(C=CC=C1)Cl